Cl.C1(=CC=CC=C1)NCCC[Si](OC)(OC)OC N-phenyl-3-aminopropyltrimethoxysilane, hydrochloride